tert-butyl (S)-2-(2-oxoethyl)piperidine-1-carboxylate O=CC[C@H]1N(CCCC1)C(=O)OC(C)(C)C